tert-butyl 3-[[3-[5-[2-[tert-butoxycarbonyl(methyl)amino]ethylamino]pyrazolo[1,5-a]pyrimidin-3-yl]-2-pyridyl]oxy]azetidine-1-carboxylate C(C)(C)(C)OC(=O)N(CCNC1=NC=2N(C=C1)N=CC2C=2C(=NC=CC2)OC2CN(C2)C(=O)OC(C)(C)C)C